N1C(=NC2=C1C=CC=C2)C2=CC(=NN2CC2=CC=C(C=C2)OC)NC(=O)C2=CC=C(C=C2)B(O)O [4-[[5-(1H-benzimidazol-2-yl)-1-[(4-methoxyphenyl)methyl]pyrazol-3-yl]carbamoyl]phenyl]boronic acid